N-hydroxy-4-((3-(2-(4-methoxyphenyl)pyridin-4-yl)-1H-pyrazol-1-yl)methyl)benzamide (R)-benzyl-(1-(methoxy(methyl)amino)-1-oxo-3-(pyrrolidin-1-yl)propan-2-yl)carbamate C(C1=CC=CC=C1)N(C(O)=O)[C@@H](C(=O)N(C)OC)CN1CCCC1.ONC(C1=CC=C(C=C1)CN1N=C(C=C1)C1=CC(=NC=C1)C1=CC=C(C=C1)OC)=O